trans-tert-butyl (4-((5-chlorobenzo[d]thiazol-2-yl)carbamoyl)cyclohexyl)carbamate ClC=1C=CC2=C(N=C(S2)NC(=O)[C@@H]2CC[C@H](CC2)NC(OC(C)(C)C)=O)C1